tert-butyl (2-((2-((3-(trifluoromethyl)phenethyl)amino)quinazolin-4-yl)amino)propyl)carbamate FC(C=1C=C(CCNC2=NC3=CC=CC=C3C(=N2)NC(CNC(OC(C)(C)C)=O)C)C=CC1)(F)F